FC=1C=C(C=CC1F)[C@H]1[C@@H](CN(C1)CCOC)NC(NC1=CC(=NN1C)C1=CC=C(C(=O)OC)C=C1)=O methyl 4-(5-(3-((3S,4R)-4-(3,4-difluorophenyl)-1-(2-methoxyethyl)pyrrolidin-3-yl)ureido)-1-methyl-1H-pyrazol-3-yl)benzoate